tetraacetyl-N-azidoacetylgalactosamine C(C)(=O)[C@]1([C@](C(O)(O[C@@H]([C@@H]1O)CO)C(C)=O)(N(C(CN=[N+]=[N-])=O)C(C)=O)C(C)=O)O